(2E,2'E)-2,2'-(5-cyclopentylpentane-2,3-diylidene)bis(N-ethylhydrazine-1-carbothioamide) C1(CCCC1)CC\C(\C(\C)=N\NC(NCC)=S)=N/NC(NCC)=S